6,6'-[[3,3',5,5'-tetrakis(1,1-dimethylethyl)-[1,1'-biphenyl]-2,2'-diyl]bis(oxy)]-bis-dibenzo[d,f][1,3,2]-dioxaphosphepine CC(C)(C)C=1C(=C(C=C(C1)C(C)(C)C)C1=C(C(=CC(=C1)C(C)(C)C)C(C)(C)C)OP1OC2=C(C3=C(O1)C=CC=C3)C=CC=C2)OP2OC3=C(C1=C(O2)C=CC=C1)C=CC=C3